Acetic acid tert-butyl-N-[6-(hydroxymethyl)piperidin-3-yl]carbamate C(C)(C)(C)OC(NC1CNC(CC1)CO)=O.C(C)(=O)O